C(=O)O.Cl[Mg]CCC(C)C chloroisopentylmagnesium format